CC1=CC=C(C=C1)PC1=CC=C(C=C1)C.[Li] lithium bis(4-methylphenyl)phosphine